N-(4-cyclohexylphenyl)-2,3-difluoro-6-[(1-methyl-1H-tetrazol-5-yl)sulfanyl]benzamide C1(CCCCC1)C1=CC=C(C=C1)NC(C1=C(C(=CC=C1SC1=NN=NN1C)F)F)=O